methyl 6-(3-methyl-3H-imidazo[4,5-c]pyridin-7-yl)-5-(methylamino)-3-((4-(2-morpholinoethoxy)phenyl)amino)pyrazine-2-carboxylate CN1C=NC2=C1C=NC=C2C2=C(N=C(C(=N2)C(=O)OC)NC2=CC=C(C=C2)OCCN2CCOCC2)NC